ammonium heptadecafluorooctane-1-sulfonic acid FC(C(C(C(C(C(C(C(S(=O)(=O)O)(F)F)(F)F)(F)F)(F)F)(F)F)(F)F)(F)F)(F)F.[NH4+]